5-(dimethylphosphoryl)-2-((3-(7-(((3S,4R)-3-fluoro-1-methylpiperidin-4-yl)amino)-3-(2,2,2-trifluoroethyl)benzo[b]thiophen-2-yl)prop-2-yn-1-yl)amino)benzonitrile CP(=O)(C)C=1C=CC(=C(C#N)C1)NCC#CC1=C(C2=C(S1)C(=CC=C2)N[C@H]2[C@H](CN(CC2)C)F)CC(F)(F)F